4-(4,5-dichloro-2-(4-chloro-2-methylphenoxy)benzamido)benzoic acid ClC1=CC(=C(C(=O)NC2=CC=C(C(=O)O)C=C2)C=C1Cl)OC1=C(C=C(C=C1)Cl)C